ClC1=NC=C(C(=C1)N[C@H](CCO)C)C#CC=1C=NN(C1)CC(F)F (S)-3-((2-chloro-5-((1-(2,2-difluoroethyl)-1H-pyrazol-4-yl)ethynyl)pyridin-4-yl)amino)butan-1-ol